ClC=1C=C2CN(CC2=CC1)C1=NC=2N(C(=C1)C=1C=NNC1)N=C(C2C(C)C)C(=O)NC2=CC(=CC=C2)OC 5-(5-chloroisoindolin-2-yl)-3-isopropyl-N-(3-methoxyphenyl)-7-(1H-pyrazol-4-yl)pyrazolo[1,5-a]pyrimidine-2-carboxamide